Nitrogen boron silicon carbon [C].[Si].[B].[N]